N-benzoxycarbonyl-N-benzyl-5-amino-pentanyl 2-azido-6-O-benzoyl-3-O-benzyl-2-deoxy-β-D-glucopyranoside N(=[N+]=[N-])[C@H]1[C@H](OCCCCCN(CC2=CC=CC=C2)C(=O)OCC2=CC=CC=C2)O[C@@H]([C@H]([C@@H]1OCC1=CC=CC=C1)O)COC(C1=CC=CC=C1)=O